Cl.NCC1C2CN(CC12)CCC1=CC=C(C=C1)N1C(N=C(C=C1)NC(=O)N1CCC2(CNC2)CC1)=O N-(1-(4-(2-(exo-6-(Aminomethyl)-3-azabicyclo[3.1.0]hexan-3-yl)ethyl)phenyl)-2-oxo-1,2-dihydropyrimidin-4-yl)-2,7-diazaspiro[3.5]nonane-7-carboxamide Hydrochloride Salt